(2R,4R)-1-(3-chloro-2-fluorobenzyl)-4-((5-fluoro-4-isobutyryl-3-methyl-6-((5-methyl-1H-pyrazol-3-yl)amino)pyridin-2-yl)methyl)-2-methylpiperidine-4-carboxylic acid ClC=1C(=C(CN2[C@@H](C[C@@](CC2)(C(=O)O)CC2=NC(=C(C(=C2C)C(C(C)C)=O)F)NC2=NNC(=C2)C)C)C=CC1)F